tertbutyl (4S)-4-methyl-2,2-dioxo-1,2lambda6,3-oxathiazolidine-3-carboxylate C[C@@H]1N(S(OC1)(=O)=O)C(=O)OC(C)(C)C